3-benzoylamino-2-(3-chlorophenyl)propionic acid C(C1=CC=CC=C1)(=O)NCC(C(=O)O)C1=CC(=CC=C1)Cl